BrCCOC=1C=NC(=NC1)Cl 5-(2-bromoethoxy)-2-chloropyrimidine